7-(3-chloro-4,5-difluorophenyl)-5,6,7,8-tetrahydro-2,7-naphthyridine-3-carboxylic acid ethyl ester C(C)OC(=O)C=1N=CC=2CN(CCC2C1)C1=CC(=C(C(=C1)F)F)Cl